tricyclo[3.2.2.0~2,4~]nonane-1-carboxylic acid C12(C3CC3C(CC1)CC2)C(=O)O